3-chloro-2,5-dimethylbenzyl acetate C(C)(=O)OCC1=C(C(=CC(=C1)C)Cl)C